3-METHOXY-1H-PYRROLE-2-CARBALDEHYDE COC1=C(NC=C1)C=O